C1(=CC=CC=C1)C=1CC(C=CC1)(C1=CC=CC=C1)C#N [1,1':3',1''-terphenyl]-3'-carbonitrile